neopentanoic acid methyl ester COC(C(C)(C)C)=O